C(C1=CC=CC=C1)N1C=C(C2=CC=CC=C12)C(C)=O 1-(1-benzyl-1H-indol-3-yl)ethan-1-one